BrC1=C(C(=C(C(=O)OC)C=C1)CBr)F methyl 4-bromo-2-(bromomethyl)-3-fluorobenzoate